COC1=NC=C(C(=C1C)C=1C=CC=2C3=C(C(NC2C1)=O)C=NN3[C@@H]3COCC3)C (S)-7-(2-methoxy-3,5-dimethylpyridin-4-yl)-1-(tetrahydrofuran-3-yl)-1H-pyrazolo[4,3-c]quinoline-4(5H)-one